Cl.CC=1C=NN(C1)C=1C=C(C(=NC1)C=1SC=2N=C(SC2N1)N(C1CCNCC1)C)O 5-(4-Methylpyrazol-1-yl)-2-[5-[methyl(4-piperidyl)amino]thiazolo[5,4-d]thiazol-2-yl]pyridin-3-ol Hydrochlorid